N-(3-(4-benzylpiperidin-1-yl)propyl)-1-(3-(4-cyanophenyl)-1,2,4-oxadiazol-5-yl)piperidine-4-carboxamide formate C(=O)O.C(C1=CC=CC=C1)C1CCN(CC1)CCCNC(=O)C1CCN(CC1)C1=NC(=NO1)C1=CC=C(C=C1)C#N